NC1=NC=NN2C1=C(C=C2C=2C=NC=CC2)C2=CC(=C(C=C2)NC(OC(C)(C)C)=O)OC tert-Butyl (4-(4-amino-7-(pyridin-3-yl)pyrrolo[2,1-f][1,2,4]triazin-5-yl)-2-methoxyphenyl)carbamate